1-[6-[5-[6-[4-[2-(2,6-dioxo-3-piperidyl)-1-oxo-isoindolin-5-yl]piperazin-1-yl]hexyl]-1,2,4-oxadiazol-3-yl]-5-methyl-3-pyridyl]-3-(7-isopropylpyrazolo[1,5-a]pyrimidin-6-yl)urea O=C1NC(CCC1N1C(C2=CC=C(C=C2C1)N1CCN(CC1)CCCCCCC1=NC(=NO1)C1=C(C=C(C=N1)NC(=O)NC=1C=NC=2N(C1C(C)C)N=CC2)C)=O)=O